[N+](=O)([O-])C=1C=C2N=C(C(=NC2=CC1[N+](=O)[O-])OC1=CC=CC=C1)OC1=CC=CC=C1 6,7-dinitro-2,3-diphenoxy-quinoxaline